C(C)(C)(C)N1N=NC(=C1)C(=O)NC[C@@H]1C[C@H](N(CC1)C=1C=2N(C=C(N1)C=1C=NN(C1)C)N=CC2)C 1-(tert-butyl)-N-(((2R,4S)-2-methyl-1-(6-(1-methyl-1H-pyrazol-4-yl)pyrazolo[1,5-a]pyrazin-4-yl)piperidin-4-yl)methyl)-1H-1,2,3-triazole-4-carboxamide